7-(2-(5-chloroindolin-1-yl)ethoxy)-3,4-dihydroquinolin-2(1H)-one ClC=1C=C2CCN(C2=CC1)CCOC1=CC=C2CCC(NC2=C1)=O